2-[(6-methoxy-2-methyl-1,2,3,4-tetrahydroisoquinolin-7-yl)amino]-4-[(6-methyl-2,3-dihydro-1H-inden-1-yl)amino]pyrimidine-5-carboxamide COC=1C=C2CCN(CC2=CC1NC1=NC=C(C(=N1)NC1CCC2=CC=C(C=C12)C)C(=O)N)C